NC1=C2C(=NC=N1)N(N=C2C2=CC(=C(C=C2)NC(=O)NC2=CC(=NO2)C(C)(C)C)F)C2CS(CC2)(=O)=O 1-(4-(4-AMINO-1-(1,1-DIOXIDOTETRAHYDROTHIOPHEN-3-YL)-1H-PYRAZOLO[3,4-D]PYRIMIDIN-3-YL)-2-FLUOROPHENYL)-3-(3-(TERT-BUTYL)ISOXAZOL-5-YL)UREA